NC1=NC=2C=C(C=CC2C2=C1N=C(N2CC(CO)(C)CO)CCCC)CCCN2CCN(CC2)C(CCCCCCCCCCCCCCC)=O 1-(4-(3-(4-amino-2-butyl-1-(3-hydroxy-2-(hydroxymethyl)-2-methylpropyl)-1H-imidazo[4,5-c]quinolin-7-yl)propyl)piperazin-1-yl)hexadecan-1-one